C(C)(C)(C)N1N=CC=2C1=NC=NC2N 1-tert-butylpyrazolo[3,4-d]pyrimidin-4-amine